5-fluoro-2-(methylthio)pyrimidine-4-ol FC=1C(=NC(=NC1)SC)O